F[C@H]1[C@@H](C1)C(=O)NC1=CC(=C(N=N1)C(=O)NC([2H])([2H])[2H])NC1=C(C(=CC=C1)C1=NN(N=C1)C)OC 6-[(1S,2R)-2-fluorocyclopropaneamido]-4-{[2-methoxy-3-(2-methyl-2H-1,2,3-triazol-4-yl)phenyl]amino}-N-(2H3)methylpyridazine-3-carboxamide